(S)-quinuclidin-3-yl (5-(3-ethoxy-5-(trifluoromethyl)phenyl)-2,2-dimethyl-2,3-dihydro-1H-inden-1-yl)carbamate C(C)OC=1C=C(C=C(C1)C(F)(F)F)C=1C=C2CC(C(C2=CC1)NC(O[C@@H]1CN2CCC1CC2)=O)(C)C